3-(N-(5-cyano-2-(isothiazol-3-yl)phenyl)sulfamoyl)-4-cyclopropylbenzoic acid C(#N)C=1C=CC(=C(C1)NS(=O)(=O)C=1C=C(C(=O)O)C=CC1C1CC1)C1=NSC=C1